C(CCCCCCCCCC(C)C)O.[K] potassium isotridecyl alcohol